(1R,3S,5R)-2-(2-(3-acetyl-7-methyl-5-(2-methylpyrimidin-5-yl)-1H-indazol-1-yl)acetyl)-5-methyl-N-(1,4-dioxaspiro[4.5]decan-7-yl)-2-azabicyclo[3.1.0]hexane-3-carboxamide C(C)(=O)C1=NN(C2=C(C=C(C=C12)C=1C=NC(=NC1)C)C)CC(=O)N1[C@@H]2C[C@@]2(C[C@H]1C(=O)NC1CC2(OCCO2)CCC1)C